C(C)(C)C=1C(=NNC1C=1C=C(C=2N(C1)N=CN2)C)C(=O)NC2CCN(CC2)CCC(F)(F)F 4-isopropyl-5-(8-methyl-[1,2,4]triazolo[1,5-a]pyridin-6-yl)-N-(1-(3,3,3-trifluoropropyl)piperidin-4-yl)-1H-pyrazole-3-carboxamide